C[Si](=CC(C)(C)C1=CC=C(C=C1)C1=C2C=C(C(C2=CC=C1)C1C=CC2=CC=CC=C12)C)C dimethylsilanediyl-(1H-inden-1-yl)(2-methyl-4-(4-tert-butylphenyl)-1H-indene)